(S)-N,N-dimethyl-1,1'-binaphthylamine CN(C=1C(=C2C=CC=CC2=CC1)C1=CC=CC2=CC=CC=C12)C